3,3',4,4'-tetraaminobenzophenone NC=1C=C(C(=O)C2=CC(=C(C=C2)N)N)C=CC1N